N-(3-(1,1-difluoropropyl)phenyl)-1-(5-methoxy-6-phenylpyridin-2-yl)-3-methyl-5-oxo-4,5-dihydro-1H-pyrazole-4-carboxamide FC(CC)(F)C=1C=C(C=CC1)NC(=O)C1C(=NN(C1=O)C1=NC(=C(C=C1)OC)C1=CC=CC=C1)C